FC1(CC1)C1=NN(C(=C1I)C(=O)OC)C[C@H]1[C@@H](C1)C(F)(F)F methyl 3-(1-fluorocyclopropyl)-4-iodo-1-(((trans)-2-(trifluoromethyl)cyclopropyl)methyl)-1H-pyrazole-5-carboxylate